FC1=C(C=CC(=C1F)OC)C1=CN=C2N1C=CN=C2NC2=CC(=C(C=C2)C(=O)N2CCN(CC2)C(=O)[C@H]2NC[C@@](C2)(O)CC)C [4-[[3-(2,3-difluoro-4-methoxyphenyl)imidazo[1,2-a]pyrazin-8-yl]amino]-2-methylphenyl]-[4-[(2S,4R)-4-ethyl-4-hydroxypyrrolidine-2-carbonyl]piperazin-1-yl]methanone